C[Si]1(CCC(CC1)NC(=O)C=1NC2=CC(=CC(=C2C1C)F)F)C N-(1,1-dimethylsilinan-4-yl)-4,6-difluoro-3-methyl-1H-indole-2-carboxamide